N1C(=NC2=C1C=CC=C2)CCNC=2C1=C(N=C(N2)C=2C=NC=C(C2)F)CNCC1 N-(2-(1H-benzo[d]imidazol-2-yl)ethyl)-2-(5-fluoropyridin-3-yl)-5,6,7,8-tetrahydropyrido[3,4-d]pyrimidin-4-amine